C(C1=CC=C(C(=O)OCC=C)C=C1)(=O)OCC=C 1,4-diallyl terephthalate